C1(CC1)C(=O)N1CCC(CC1)CN1C[C@@H](C([C@@H](C1)O)O)O cyclopropyl-(4-(((3S,4r,5R)-3,4,5-trihydroxypiperidin-1-yl)methyl)piperidin-1-yl)methanone